C(C)(=O)C1[C@@](C(O)=O)(O)O[C@H]([C@@H]([C@H]1O)N)[C@H](O)[C@H](O)CO acetyl-α-D-neuraminic acid